3-hydroxy-6-(4-(piperazin-1-yl)butyl)pyridineformaldoxime OC=1C(=NC(=CC1)CCCCN1CCNCC1)C=NO